COC([C@@H](NC(=S)NC1=C(C=CC=C1)C)CCSC)=O tolylaminothiocarbonyl-methionine-methyl ester